(Z)-5-((5-(2-Azidoethyl)-2-oxoindolin-3-ylidene)methyl)-N-(2-(diethylamino)ethyl)-2,4-dimethyl-1H-pyrrole-3-carboxamide N(=[N+]=[N-])CCC=1C=C2/C(/C(NC2=CC1)=O)=C/C1=C(C(=C(N1)C)C(=O)NCCN(CC)CC)C